2-(1-((2-(3,5-dichloro-phenyl)-6-((2-(4-((1s,3s)-3-hydroxy-3-methyl-cyclobutyl)piperazin-1-yl)pyrimidin-5-yl)oxy)pyridin-4-yl)methyl)piperidin-4-yl)acetic acid ClC=1C=C(C=C(C1)Cl)C1=NC(=CC(=C1)CN1CCC(CC1)CC(=O)O)OC=1C=NC(=NC1)N1CCN(CC1)C1CC(C1)(C)O